3-chloropropyl-tris(trimethylsiloxy)silane ClCCC[Si](O[Si](C)(C)C)(O[Si](C)(C)C)O[Si](C)(C)C